ethyl 5-amino-2-chlorothiazole-4-carboxylate NC1=C(N=C(S1)Cl)C(=O)OCC